2-[[4-(3-methyl-1H-pyrazolo[3,4-c]pyridin-5-yl)-1-oxo-isoindolin-2-yl]methyl]prop-2-enenitrile CC1=NNC2=CN=C(C=C21)C2=C1CN(C(C1=CC=C2)=O)CC(C#N)=C